5-fluoro-2-methyl-1H-indene-3-acetic acid FC=1C=C2C(=C(CC2=CC1)C)CC(=O)O